5-chloro-1,8-dimethyl-3-tetrahydropyran-4-yl-pyrido[2,3-d]pyridazin-2-one ClC1=C2C(=C(N=N1)C)N(C(C(=C2)C2CCOCC2)=O)C